C(=O)SC1=CC=C(C=C1)Br S-(4-bromophenyl) thiocarboxylate